FC=1N=C(SC1C=O)NC(OC(C)(C)C)=O tert-butyl (4-fluoro-5-formylthiazol-2-yl)carbamate